CC(CCCCCCCCC(CCCC)O)O pentadecane-2,11-diol